FC1(CCC(CC1)NC1=NC(=CC(=C1)CO)N1N=C(C=C1C)C)F (2-((4,4-difluorocyclohexyl)amino)-6-(3,5-dimethyl-1H-pyrazol-1-yl)pyridin-4-yl)methanol